N1(CCOCC1)S(=O)(=O)N morpholin-4-sulfonamide